N1(CCCC1)C(=O)C1=CC2=C(NC3=CC=CC=C23)C(=N1)C(=O)N 3-(Pyrrolidine-1-carbonyl)-9H-pyrido[3,4-b]indole-1-carboxamide